O1C(CCCCCCC\C=C/CCCCCC1)=O cis-oxacycloheptadec-10-en-2-one